ortho-hydroxy-phenyl-zinc acetate C(C)(=O)[O-].OC1=C(C=CC=C1)[Zn+]